O[C@H]1[C@@H]([C@H](C([C@@H]1CO)=O)N1C(NC(C=C1)=O)=O)OC 1-[(2R,3R,4R,5R)-4-hydroxy-5-(hydroxymethyl)-3-methoxyoxocyclopent-2-yl]-1,2,3,4-tetrahydropyrimidine-2,4-dione